BrC1=C(C=C(C=C1)OCC1=CC(=C(C=C1)F)F)Cl 1-bromo-2-chloro-4-((3,4-difluorobenzyl)oxy)benzene